4,5-dichloro-N-cyclopropylmethylpyridin-3-amine ClC1=C(C=NC=C1Cl)NCC1CC1